C1(=CC(=CC=C1)C1=NNC2=NC=C(C=C21)C2=CC=C(C=C2)N2CCN(CC2)C)C2=CC=CC=C2 3-([1,1'-biphenyl]-3-yl)-5-(4-(4-methylpiperazin-1-yl)phenyl)-1H-pyrazolo[3,4-b]pyridine